(S,E)-methyl 7-(1-(2-((1R,2R,4S)-bicyclo[2.2.1]heptan-2-ylamino)-2-oxoethyl)-2-oxo-1,2-dihydropyridin-3-ylamino)-6-(1-methyl-1H-pyrazole-5-carboxamido)-7-oxohept-2-enoate [C@@H]12[C@@H](C[C@@H](CC1)C2)NC(CN2C(C(=CC=C2)NC([C@H](CC/C=C/C(=O)OC)NC(=O)C2=CC=NN2C)=O)=O)=O